2-(2,8-diazaspiro[4.5]dec-2-yl)ethan-1-one C1N(CCC12CCNCC2)CC=O